2-((5-bromo-2-methyl-2H-1,2,3-triazol-4-yl)methyl)-6-methylimidazo[1,2-a]pyrazine BrC=1C(=NN(N1)C)CC=1N=C2N(C=C(N=C2)C)C1